7-bromo-3-ethyl-1,5-naphthyridin-2(1H)-one BrC1=CN=C2C=C(C(NC2=C1)=O)CC